The molecule is a benzothiadiazine that is the S,S-dioxide of 2H-1,2,4-benzothiadiazine which is substituted at position 3 by a methyl group and at position 7 by chlorine. A peripheral vasodilator, it increases the concentration of glucose in the plasma and inhibits the secretion of insulin by the beta- cells of the pancreas. It is used orally in the management of intractable hypoglycaemia and intravenously in the management of hypertensive emergencies. It has a role as an antihypertensive agent, a sodium channel blocker, a vasodilator agent, a K-ATP channel agonist, a beta-adrenergic agonist, a cardiotonic drug, a bronchodilator agent, a sympathomimetic agent and a diuretic. It is a benzothiadiazine, a sulfone and an organochlorine compound. CC1=NS(=O)(=O)C2=C(N1)C=CC(=C2)Cl